NC1=NC=C(C(=N1)C(F)F)C1=NC(=NC(=N1)N1CCOCC1)N1CCN(CC1)C(CC1CCN(CC1)C(CCC(\C=C\C)=O)=O)=O (E)-1-(4-(2-(4-(4-(2-amino-4-(difluoromethyl)pyrimidin-5-yl)-6-morpholino-1,3,5-triazin-2-yl)piperazin-1-yl)-2-oxoethyl)piperidin-1-yl)hept-5-ene-1,4-dione